2-[[2-chloro-6-methyl-4-[[4-[1-methyl-4-(trifluoromethyl)imidazol-2-yl]phenyl]methoxy]pyrrolo[2,3-d]pyrimidin-7-yl]methoxy]ethyl-trimethyl-silane ClC=1N=C(C2=C(N1)N(C(=C2)C)COCC[Si](C)(C)C)OCC2=CC=C(C=C2)C=2N(C=C(N2)C(F)(F)F)C